(2-(trimethylsilyl)ethyl)benzenesulfonamide C[Si](CCC1=C(C=CC=C1)S(=O)(=O)N)(C)C